1-benzyl 5-ethyl (2-(3,4-difluorophenyl)cyclopropane-1-carbonyl)glycyl-L-valyl-D-glutamate FC=1C=C(C=CC1F)C1C(C1)C(=O)NCC(=O)N[C@@H](C(C)C)C(=O)N[C@H](CCC(=O)OCC)C(=O)OCC1=CC=CC=C1